OC(CNC)(P(O)(O)=O)P(O)(O)=O 1-hydroxy-2-(methylamino)ethylidenediphosphonic acid